Cl.C(C)(C)OC=1C=CC(=NC1)O[C@H]1[C@@H](CNCC1)OC |r| (±)-trans-5-isopropoxy-2-((3-methoxypiperidin-4-yl)oxy)pyridine HCl